1-[3-(4-Methylthiazol-5-yl)phenyl]ethanone methyl-4-chloro-1-ethyl-1-methyl-1,3-dihydrofuro[3,4-c]pyridine-6-carboxylate COC(=O)C1=CC2=C(C(=N1)Cl)COC2(C)CC.CC=2N=CSC2C=2C=C(C=CC2)C(C)=O